anisole-2,3,4,5,6-d5 C1(=C(C(=C(C(=C1[2H])[2H])[2H])[2H])[2H])OC